ClC1=NC=C(C(=O)NOCC)C(=C1)NC1=C(C=C(C=C1)Cl)N(S(=O)(=O)CC)C 6-chloro-4-((4-Chloro-2-(N-methylethylsulfonamido)phenyl)amino)-N-ethoxynicotinamide